FC1=C(CN2C(N(C(C3=C2SC(=C3CN(C)C)C3=CC=C(C=C3)[N+](=O)[O-])=O)C=3N=NC(=CC3)OCC3COC3)=O)C(=CC=C1)F 1-(2,6-difluorobenzyl)-5-((dimethylamino)methyl)-6-(4-nitrophenyl)-3-(6-(oxetan-3-ylmethoxy)pyridazin-3-yl)thieno[2,3-d]pyrimidine-2,4(1h,3h)-dione